P(=O)([O-])([O-])O.P phosphine hydrophosphate salt